ethyl 6-fluoro-2,3,4,9-tetrahydro-1H-pyrido[3,4-b]indole-1-carboxylate FC=1C=C2C3=C(NC2=CC1)C(NCC3)C(=O)OCC